methyl 4-(bis(4-methoxybenzyl)amino)-1-(2,6-dichloro-4-(methoxymethyl)phenyl)-6-oxo-1,6-dihydropyrimidine-5-carboxylate COC1=CC=C(CN(C=2N=CN(C(C2C(=O)OC)=O)C2=C(C=C(C=C2Cl)COC)Cl)CC2=CC=C(C=C2)OC)C=C1